C1=CC=CC=2C3=CC=CC=C3N(C12)C1=C(C=CC=C1)B(O)O 2-(9-carbazolyl)phenylboronic acid